1-(((5S,7r)-3-(5-(2-hydroxy-prop-2-yl)pyrazin-2-yl)-7-methyl-8-methylene-2-oxo-1-oxa-3-azaspiro[4.5]decan-7-yl)methyl)-1H-benzo[d]imidazole-6-carbonitrile OC(C)(C)C=1N=CC(=NC1)N1C(O[C@]2(C1)C[C@@](C(CC2)=C)(C)CN2C=NC1=C2C=C(C=C1)C#N)=O